(2R,3S)-1,4-Bis[2-(4-pyridyl)ethylsulfanyl]butan-2,3-diol N1=CC=C(C=C1)CCSC[C@@H]([C@@H](CSCCC1=CC=NC=C1)O)O